C(C)(C)(C)OC(=O)N1CCCC2=CC=C(N=C12)CCCCC=O.C(C)C=1C(=C(C=CC1)P(O)(O)=O)C(C1=C(C=C(C=C1C)C)C)=O.C1(=CC=CC(=C1)C=1C=CC=C(C1C(=O)O)O)C=CC1=CC=CC=C1 5-Stilbenesalicylic acid ethyl-(2,4,6-trimethylbenzoyl)phenylphosphonate tert-butyl-7-(5-oxopentyl)-3,4-dihydro-1,8-naphthyridine-1(2H)-carboxylate